(16S,19S)-17-[3-(2,4-difluorophenyl)imidazo[1,5-a]pyrazin-8-yl]-14-methyl-20-oxa-9,14,17,27-tetrazapentacyclo[19.3.1.16,9.116,19.02,7]heptacosa-1(25),2,4,6(27),7,21,23-heptaen-15-one FC1=C(C=CC(=C1)F)C1=NC=C2N1C=CN=C2N2[C@@H]1C(N(CCCCN3C=C4C(C=CC=C4C=4C=CC=C(O[C@H](C2)C1)C4)=N3)C)=O